OC=C(C(=O)N[C@H](C)C1=CC(=CC=C1)C)C1=CC=C(C=C1)OC[C@H](CCC)C (2S)-3-Hydroxy-2-{4-[(2-methylpentyl)oxy]phenyl}-N-[(1R)-1-(3-methylphenyl)ethyl]propenamide